O-((4-hydroxybicyclo(2.2.2)octan-1-yl) methyl) S-methyldithiocarbonate C[SH-]C(OCC12CCC(CC1)(CC2)O)=S